FC(C=1C=C(O[C@@H]2C(CN(C2)C2=CC(=NC(=N2)C)C=2C(=NC(=NC2)OC)OC)(F)F)C=CC1F)F (S)-6-(4-(3-(difluoromethyl)-4-fluorophenoxy)-3,3-difluoropyrrolidin-1-yl)-2',4'-dimethoxy-2-methyl-4,5'-bipyrimidine